The molecule is a organophosphate oxoanion obtained by deprotonation of the carboxy and phosphate groups of ADP-5-ethyl-4-methylthiazole-2-carboxylic acid; major species at pH 7.3. It is an organophosphate oxoanion and a monocarboxylic acid anion. It derives from an ADP(3-). It is a conjugate base of an ADP-5-ethyl-4-methylthiazole-2-carboxylic acid. CC1=C(SC(=N1)C(=O)[O-])CCOP(=O)([O-])OP(=O)([O-])OC[C@@H]2[C@H]([C@H]([C@@H](O2)N3C=NC4=C(N=CN=C43)N)O)O